diphenylethylenediamide C1(=CC=CC=C1)[N-]CC[N-]C1=CC=CC=C1